6-(2-amino-4-(2-methylpyridin-4-yl)-1H-imidazol-5-yl)-4-(2-aminoethyl)-2H-benzo[b][1,4]oxazin-3(4H)-one NC=1NC(=C(N1)C1=CC(=NC=C1)C)C1=CC2=C(OCC(N2CCN)=O)C=C1